(E)-8-dodeceneenol acetate C(C)(=O)O\C=C\CCCCCC=CCCC